C(CC(C)C)CC(=O)O.C(C)(=O)OCCC(C)C isopentyl acetate (isoamyl acetate)